N-[(2S,3R)-2-[(2,3'-difluoro[1,1'-biphenyl]-3-yl)methyl]-4,4-difluoro-1-(oxetane-2-carbonyl)pyrrolidin-3-yl]cyclopropanesulfonamide FC1=C(C=CC=C1C[C@@H]1N(CC([C@@H]1NS(=O)(=O)C1CC1)(F)F)C(=O)C1OCC1)C1=CC(=CC=C1)F